COC=1C=C(C=O)C(=CN1)OCC=1C=NC=C(C1)C1=NN(C=C1)C 2-methoxy-5-((5-(1-methyl-1H-pyrazol-3-yl)pyridin-3-yl)methoxy)isonicotinaldehyde